FC(S(=O)(=O)NC1=C(C=CC=C1)C1=CC=C2[C@H]([C@@H](COC2=C1)CC1=CC=NC=C1)O)(F)F 1,1,1-trifluoro-N-{2-[(3R,4S)-4-hydroxy-3-(pyridin-4-ylmethyl)-3,4-dihydro-2H-chromen-7-yl]phenyl}methanesulfonamide